6-(3-chloro-4-methoxyphenyl)pyrimidine-4-carbonyl chloride ClC=1C=C(C=CC1OC)C1=CC(=NC=N1)C(=O)Cl